C1(CCCC1)OC1(C(C(=O)N)C=CC(=N1)C(C1=CC=CC=C1)F)OC 2-(cyclopentyloxy)-6-(fluorobenzyl)-2-methoxynicotinamide